9-hydroxyandrostane O[C@@]12[C@]3(CCCCC3CC[C@H]1[C@@H]1CCC[C@@]1(C)CC2)C